[4-(1,1,2,2-tetrafluoroethoxy)phenyl]-[4-(2-tetrahydropyran-4-yl-3H-imidazo[4,5-b]pyridin-7-yl)-1-piperidyl]methanone FC(C(F)F)(OC1=CC=C(C=C1)C(=O)N1CCC(CC1)C1=C2C(=NC=C1)NC(=N2)C2CCOCC2)F